CN(CC(=O)NC1CCC(CC1)C=1C=C2C(=C(NC2=CC1)C1=CC(=NC(=C1)C)C)C(C)C)C 2-(Dimethylamino)-N-(4-(2-(2,6-dimethylpyridin-4-yl)-3-isopropyl-1H-indol-5-yl)cyclohexyl)acetamid